5,7-difluoro-3-(1-methyl-1H-pyrazol-4-yl)-6-(1-(6-(quinolin-7-yl)-1H-imidazo[4,5-b]pyrazin-1-yl)ethyl)quinoline FC1=C2C=C(C=NC2=CC(=C1C(C)N1C=NC=2C1=NC(=CN2)C2=CC=C1C=CC=NC1=C2)F)C=2C=NN(C2)C